8-(3-(Difluoromethyl)-2-fluorophenyl)-9-(4-((1-(3-fluoropropyl)azetidin-3-yl)methyl)phenyl)-6,7-dihydro-5H-benzo[7]annulen FC(C=1C(=C(C=CC1)C=1CCCC2=C(C1C1=CC=C(C=C1)CC1CN(C1)CCCF)C=CC=C2)F)F